FC(C=1N=NNN1)(F)F 5-(trifluoromethyl)-2H-tetrazole